N-(2-fluorobenzyl)propanamide FC1=C(CNC(CC)=O)C=CC=C1